C(C)(C)(C)OC(=O)N1C2(CC2C=2C=CC=3N(C(C=C(N3)O)=O)C2)CNCC1 (2-hydroxy-4-oxo-4H-pyrido[1,2-a]pyrimidin-7-yl)-4,7-diazaspiro[2.5]octane-4-carboxylic acid tert-butyl ester